C(C)(C)(C)OC(C[C@@H](CO)NC(=O)OC(C)(C)C)=O.CC1=CC=C(C=C1)S(=O)(=O)/C(=C(/S(=O)C1=CC=C(C=C1)C)\C1=CC=CC=C1)/C |o1:7| (E)-1-Methyl-4-((1-phenyl-1-(p-tolylsulfinyl)prop-1-en-2-yl)sulfonyl)benzene (S)- or (R)-tert-butyl-3-(tert-butoxycarbonyl-amino)-4-hydroxybutanoate